BrC=1C=2N(C=CC1)C(=C(N2)C)C(\C=C\C2=CC(=C(C=C2)OC)OC)=O (E)-1-(8-bromo-2-methylimidazo[1,2-a]pyridin-3-yl)-3-(3,4-dimethoxyphenyl)prop-2-en-1-one